N'-acetyl-7-fluoro-5-methyl-2-(pyrrolidin-1-ylsulfonyl)-1-tosyl-1H-indole-4-carbohydrazide C(C)(=O)NNC(=O)C=1C=2C=C(N(C2C(=CC1C)F)S(=O)(=O)C1=CC=C(C)C=C1)S(=O)(=O)N1CCCC1